N-(6-(2,6-difluoro-3-(isoquinoline-5-sulfonylamino)phenyl)quinazolin-2-yl)pivaloamide FC1=C(C(=CC=C1NS(=O)(=O)C=1C=2C=CN=CC2C=CC1)F)C=1C=C2C=NC(=NC2=CC1)NC(C(C)(C)C)=O